COC(=O)N1CC(C1)C1=NOC(=N1)C1=CC(=C(C(=C1)NC(=O)C1=CN=C2N1C=C(C=C2)C)C)F 3-(5-(3-fluoro-4-methyl-5-(6-methylimidazo[1,2-a]pyridine-3-carboxamido)phenyl)-1,2,4-oxadiazol-3-yl)azetidine-1-carboxylic acid methyl ester